(3R)-3-(4-chlorophenyl)-2-[(1S)-1-(4-chlorophenyl)ethyl]-6-(2-hydroxy-1-methoxypropan-2-yl)-3-([1-(hydroxymethyl)cyclopropyl]methoxy)-2,3-dihydro-1H-isoindol-1-one ClC1=CC=C(C=C1)[C@@]1(N(C(C2=CC(=CC=C12)C(COC)(C)O)=O)[C@@H](C)C1=CC=C(C=C1)Cl)OCC1(CC1)CO